2-(4-(1,3-dioxolan-2-yl)-3-((4-methoxybenzyl)oxy)phenyl)-2-methylpropanoic acid O1C(OCC1)C1=C(C=C(C=C1)C(C(=O)O)(C)C)OCC1=CC=C(C=C1)OC